4-(4-cyanophenyl)-2-((2-hydroxyethyl)amino)-5,7-dihydro-6H-pyrrolo[3,4-d]pyrimidine-6-carbonitrile C(#N)C1=CC=C(C=C1)C=1C2=C(N=C(N1)NCCO)CN(C2)C#N